C(C=C)(=O)N1CC2(CN(C2)C=2C=NC=CC2C2=CC(=C(CNC(=O)C3=NOC(=N3)C(C)(C)C)C=C2)C)C1 N-(4-(3-(6-acryloyl-2,6-diazaspiro[3.3]heptan-2-yl)pyridin-4-yl)-2-methylbenzyl)-5-(tert-butyl)-1,2,4-oxadiazole-3-carboxamide